2-[[5-fluoro-4-[[4-(trifluoromethoxy)phenyl]methyl]-3-pyridyl]hydrazono]propanal oxime FC=1C(=C(C=NC1)NN=C(C=NO)C)CC1=CC=C(C=C1)OC(F)(F)F